1-methyl-N-[6-[3-[[6-(1-tetrahydropyran-2-ylpyrazol-4-yl)-3-pyridinyl]amino]indazol-1-yl]-2-pyridinyl]pyrazole-4-carboxamide CN1N=CC(=C1)C(=O)NC1=NC(=CC=C1)N1N=C(C2=CC=CC=C12)NC=1C=NC(=CC1)C=1C=NN(C1)C1OCCCC1